COC1=C(C(=O)P(C2=CC=CC=C2)(C(C2=C(C=CC=C2OC)OC)=O)=O)C(=CC=C1)OC bis(2,6-dimethoxybenzoyl)-phenyl-phosphine oxide